C(C)(C)(C)OC(NC1(COC1)C#CC=1C2=C(C(=NC1)N)C(=C(N2C)C2=CC=C(C=C2)NC(C(=C)F)=O)C2=CC(=C(C=C2)C(NCC(F)(F)F)=O)OC)=O Tert-butyl-(3-((4-amino-2-(4-(2-fluoroacryloylamino)phenyl)-3-(3-methoxy-4-((2,2,2-trifluoroethyl)carbamoyl)phenyl)-1-methyl-1H-pyrrolo[3,2-c]pyridin-7-yl)ethynyl)oxetan-3-yl)carbamate